1-(6-bromo-2-methoxyquinolin-3-yl)-1-(2,3-dimethoxypyridin-4-yl)-4-(dimethylamino)-2-(2-(dimethylamino)-6-methoxypyridin-4-yl)butan-2-ol BrC=1C=C2C=C(C(=NC2=CC1)OC)C(C(CCN(C)C)(O)C1=CC(=NC(=C1)OC)N(C)C)C1=C(C(=NC=C1)OC)OC